N[C@H]1CN(C[C@@H]1OC)C(=O)C=1NC2=CC=C(C(=C2C1Cl)Cl)F ((3S,4S)-3-amino-4-methoxypyrrolidin-1-yl)(3,4-dichloro-5-fluoro-1H-indol-2-yl)methanone